C(C)(C)(C)C1=CC=C(C=C1)N(C(=O)[C@@H]1N(CCC1)C#N)C(C(N1CC(NCC1)=O)=O)C=1C=NC=CC1 (2R)-N-(4-(tert-butyl)phenyl)-1-cyano-N-(2-oxo-2-(3-oxopiperazin-1-yl)-1-(pyridin-3-yl)ethyl)pyrrolidine-2-carboxamide